N1=C(C=NC=C1)[C@H]1N(OCC1)C(=O)C1CCN(CC1)C1=NC=CC(=N1)N1C(OCC1)=O (S)-3-(2-(4-(3-(pyrazin-2-yl)isoxazolidine-2-carbonyl)piperidin-1-yl)pyrimidin-4-yl)oxazolidin-2-one